ethyl 1-(2,2-dimethoxyethyl)-2-oxo-6-(trifluoromethyl)-1,2-dihydropyridine-3-carboxylate COC(CN1C(C(=CC=C1C(F)(F)F)C(=O)OCC)=O)OC